ClC1=CC(=C(C=C1)[C@@H](C)OC1=CC=NN1C1CCNCC1)F 4-[5-[(1R)-1-(4-chloro-2-fluoro-phenyl)ethoxy]pyrazol-1-yl]piperidine